1-[4-(2,3-dimethylphenyl)piperazin-1-yl]-2-[3-(2-oxa-8-azaspiro[4.5]decane-8-carbonyl)-5,6-dihydrocyclopenta[c]pyrazol-1(4H)-yl]ethan-1-one CC1=C(C=CC=C1C)N1CCN(CC1)C(CN1N=C(C2=C1CCC2)C(=O)N2CCC1(CCOC1)CC2)=O